ClC1=CC=C(CNC(=O)NC2CC3(CNC3)C2)C=C1 1-(4-chlorobenzyl)-3-(2-azaspiro[3.3]hept-6-yl)urea